S(=O)(=O)(O)O.NC1=CC(=CC=C1)C m-toluidine sulfate salt